2-hydroxy-4-methoxy-4'-ethoxybenzophenone OC1=C(C(=O)C2=CC=C(C=C2)OCC)C=CC(=C1)OC